trimethylolpropane bis(2-ethylhexanoate) C(C)C(C(=O)O)CCCC.C(C)C(C(=O)O)CCCC.C(O)C(CC)(CO)CO